2-acetoxy-5-bromo-aniline C(C)(=O)OC1=C(N)C=C(C=C1)Br